(2S,4S)-4-fluoro-1-[2-[4-[(3-methoxy-5-quinolyl)amino]-1-piperidyl]acetyl]pyrrolidine-2-carbonitrile F[C@H]1C[C@H](N(C1)C(CN1CCC(CC1)NC1=C2C=C(C=NC2=CC=C1)OC)=O)C#N